5-(5-(3,3-difluoroazetidin-1-yl)-1,2,4-oxadiazol-3-yl)-2-methylaniline FC1(CN(C1)C1=NC(=NO1)C=1C=CC(=C(N)C1)C)F